[Cl-].C(CCCCCCCCCCC)[N+](C)(C)CCCCCCCCCCCC Di-dodecyl-dimethyl-ammonium chloride